3-cyano-6-oxo-4-trifluoromethyl-1,6-dihydro-pyridine-2-thiolate C(#N)C1=C(NC(C=C1C(F)(F)F)=O)[S-]